4-((2-cyclopropylethyl)amino)-2-((1-methyl-1H-pyrazol-4-yl)amino)pyrimidin-5-carboxamide C1(CC1)CCNC1=NC(=NC=C1C(=O)N)NC=1C=NN(C1)C